NC=1C(=C(C=CC1N)C(C#N)C=1C=NC=CC1)F 2-(3,4-diamino-2-fluorophenyl)-2-(pyridin-3-yl)acetonitrile